Cl.NCCOC1=NC=C(C=C1NC(=O)NC=1C=NC=2N(C1[C@H](C)OC)N=C(C2)Cl)Cl (S)-1-(2-(2-aminoethoxy)-5-chloropyridin-3-yl)-3-(2-chloro-7-(1-methoxyethyl)pyrazolo[1,5-a]pyrimidin-6-yl)urea hydrochloride